(S)-1-(3-(8-amino-1-((3,5-difluoro-2,6-dimethoxypyridin-4-yl)ethynyl)-5-(morpholinomethyl)imidazo[1,5-a]pyrazin-3-yl)pyrrolidin-1-yl)prop-2-en-1-one NC=1C=2N(C(=CN1)CN1CCOCC1)C(=NC2C#CC2=C(C(=NC(=C2F)OC)OC)F)[C@@H]2CN(CC2)C(C=C)=O